C(C)(C)(C)[Sn](N(C)C)(N(C)C)N(C)C t-butyl-tris(dimethylamino)tin